C(C)(C)(C)C1=C(C(=C(S1)S(=O)(=O)N)F)C(C)(C)O (tert-butyl)-3-fluoro-4-(2-hydroxypropan-2-yl)thiophene-2-sulfonamide